allyl-3-ethyl-1H-imidazole-3-ium C(C=C)N1C=[N+](C=C1)CC